FC1=C(C=C2C3=C(N=CN=C13)N1[C@H](CO2)CN(CC1)C(=O)OC(C)(C)C)C1=C(C=CC=2N(C=NC21)C)F tert-butyl (8aS)-4-fluoro-5-(5-fluoro-1-methyl-1H-benzo[d]imidazol-4-yl)-8a,9,11,12-tetrahydropyrazino[2',1':3,4][1,4]oxazepino[5,6,7-de]quinazoline-10(8H)-carboxylate